C(C1=CC=CC=C1)OC(N([C@@H](CO[Si](C1=CC=CC=C1)(C1=CC=CC=C1)C(C)(C)C)CC#CC)CCN(C)C(=O)OCC1=CC=CC=C1)=O (2-{[(benzyloxy)carbonyl](methyl)amino}ethyl)-N-[(2R)-1-[(tert-butyldiphenylsilyl)oxy]Hex-4-yn-2-yl]Carbamic acid benzyl ester